C1(CC1)C1=C(C=CC=C1)N1CCCC1 (2-cyclopropylphenyl)pyrrolidine